O=C1C(=NC=C2N1[C@@H](CC2)C(=O)O)N[C@H](CCC)C2=CC=CC=C2 (S)-4-oxo-3-(((R)-1-phenylbutyl)amino)-4,6,7,8-tetrahydropyrrolo[1,2-a]pyrazine-6-carboxylic acid